isoquinoline-1,6-diamine tert-Butyl-N-(tert-butoxycarbonyl)-N-(6-nitroisoquinolin-1-yl)carbamate C(C)(C)(C)OC(N(C1=NC=CC2=CC(=CC=C12)[N+](=O)[O-])C(=O)OC(C)(C)C)=O.C1(=NC=CC2=CC(=CC=C12)N)N